OC=1C=C(C=CC1O)/C=C/C(=O)OCCC1=CC=C(C=C1)C (E)-(4-methylphenethyl) 3-(3,4-dihydroxyphenyl)acrylate